C(N)(=O)C1=CC(=C(C=C1)NC/C=C/CNC(OC(C)(C)C)=O)OC tert-Butyl (E)-(4-((4-carbamoyl-2-methoxyphenyl)amino)but-2-en-1-yl)carbamate